CC=1N=C(SC1C(=O)N1CCOCC1)S(=O)(=O)Cl 4-methyl-5-(morpholine-4-carbonyl)thiazole-2-sulfonyl chloride